C(C)OC(=O)\N=N\C(=O)OCC (E)-diazene-1,2-dicarboxylic acid diethyl ester